4-(2-Cyclopropyl-6-{6-[(cyclopropylamino)methyl]-1-oxo-3H-isoindol-2-yl}pyridin-4-yl)-3-(4-methyl-1,2,4-triazol-3-yl)benzonitrile C1(CC1)C1=NC(=CC(=C1)C1=C(C=C(C#N)C=C1)C1=NN=CN1C)N1C(C2=CC(=CC=C2C1)CNC1CC1)=O